C(#N)C1=C(C=CC=C1COC=1C=2N(C=C(C1)C=1C=NN(C1)C)N=CC2C#N)NC(C=C)=O N-(2-cyano-3-(((3-cyano-6-(1-methyl-1H-pyrazol-4-yl)pyrazolo[1,5-a]pyridin-4-yl)oxy)methyl)phenyl)acrylamide